C(C)(=O)O.C(C=C)NCCCN N-allyl-1,3-propylenediamine acetate